OC1=CC(OC(=C1C)C)=O 4-hydroxy-5,6-dimethyl-pyran-2-one